(S)-4-(4-(2-azidoacetyl)-2-methylpiperazin-1-yl)-6-chloro-7-(2-fluorophenyl)-1-(2-isopropyl-4-methylpyridin-3-yl)pyrido[2,3-d]pyrimidin-2(1H)-one N(=[N+]=[N-])CC(=O)N1C[C@@H](N(CC1)C=1C2=C(N(C(N1)=O)C=1C(=NC=CC1C)C(C)C)N=C(C(=C2)Cl)C2=C(C=CC=C2)F)C